C[Si](C)(C)C(C(C)N)(N)[Si](C)(C)C bis(trimethylsilyl)propane-1,2-diamine